7-[4-[6-Chloro-4-[difluoro-(1-methyl-4-piperidyl)methyl]-2-pyridyl]piperazin-1-yl]sulfonyl-2,3,3a,4-tetrahydropyrrolo[2,1-c][1,4]benzoxazin-1-one ClC1=CC(=CC(=N1)N1CCN(CC1)S(=O)(=O)C1=CC2=C(N3C(CO2)CCC3=O)C=C1)C(C1CCN(CC1)C)(F)F